NC=1N=NC(=CC1C=1C=NN(C1)C1CCC(CC1)N1CC([C@H](CC1)C=1C=C(C=CC1)N([C@@H]1C(NC(CC1)=O)=O)C)(F)F)C1=C(C=CC=C1)O (S)-3-((3-((R)-1-((1r,4R)-4-(4-(3-amino-6-(2-hydroxyphenyl)pyridazin-4-yl)-1H-pyrazol-1-yl)cyclohexyl)-3,3-difluoropiperidin-4-yl)phenyl)(methyl)amino)piperidine-2,6-dione